O=C1C(CCC1C(C(F)(F)F)(C(=O)OC)O)C(=O)OCC ethyl 2-oxo-3-(2,2,2-trifluoro-1-hydroxy-1-methoxycarbonyl-ethyl)cyclopentanecarboxylate